ClC1=CC(=C(C=C1)[C@@]1(OC2=C(C=CC=C2C=C1)C1CCN(CC1)CC1=NC2=C(C=NC=C2)N1C[C@H]1OCC1)C)F 2-((4-((R)-2-(4-chloro-2-fluorophenyl)-2-methyl-2H-chromen-8-yl)piperidin-1-yl)methyl)-3-(((S)-oxetan-2-yl)methyl)-3H-imidazo[4,5-c]pyridine